ClC1=CC=C(C(=N1)C1=CC(=NC=C1)OC)NC(C)C=1C=2C3=C(N(C(C2C=C(C1)C)=O)C)N(N=C3)CCO 9-[1-[[6-chloro-2-(2-methoxy-4-pyridinyl)-3-pyridinyl]amino]ethyl]-3-(2-hydroxyethyl)-4,7-dimethyl-pyrazolo[3,4-c]isoquinolin-5-one